(E)-2-cyano-3-(1-(4-methoxy-3-(trifluoromethyl)benzyl)-1H-pyrrolo[2,3-b]pyridin-3-yl)acrylic acid C(#N)/C(/C(=O)O)=C\C1=CN(C2=NC=CC=C21)CC2=CC(=C(C=C2)OC)C(F)(F)F